CC(C)(C)[O-].[Nb+5].CC(C)(C)[O-].CC(C)(C)[O-].CC(C)(C)[O-].CC(C)(C)[O-] niobium (V) tert-butoxide